C(C1=CC=CC=C1)OC(=O)C=1NC=C(C1C#CC1=CC=CC=C1)C(=O)OCC1=CC=CC=C1 3-(Phenylethynyl)-1H-pyrrole-2,4-dicarboxylic acid dibenzyl ester